FC1(CCN(CC1)C(=O)C=1C=NC2=C(C=CC=C2C1)C1=CC=C2C(N(C3(C2=C1)CCC3)C)=O)F 6'-(3-(4,4-difluoropiperidine-1-carbonyl)quinolin-8-yl)-2'-methyl-spiro[cyclobutane-1,1'-isoindoline]-3'-one